C1OC=2C=C(C=CC2O1)NC(=O)C1=CN(C2=CC=CC=C12)CC1=CC=C(C=C1)C(NCO)=O N-(3,4-methylenedioxyphenyl)-1-(4-(hydroxymethyl-carbamoyl)benzyl)-1H-indole-3-carboxamide